4-((tert-butyldiphenylsilyl)oxy)-5-methoxy-2-nitrobenzoic acid [Si](C1=CC=CC=C1)(C1=CC=CC=C1)(C(C)(C)C)OC1=CC(=C(C(=O)O)C=C1OC)[N+](=O)[O-]